3-bromo-N,N,4-trimethylbenzamide BrC=1C=C(C(=O)N(C)C)C=CC1C